N,3-dimethyl-N-(2,3,5-trifluorobenzyl)piperidine-1-carboxamide CN(C(=O)N1CC(CCC1)C)CC1=C(C(=CC(=C1)F)F)F